FC1=C(C(=CC(=C1)N1CC2(CC1)CNCC2)F)[C@@H]2C(NC(CC2)=O)=O (3R)-3-(2,6-difluoro-4-(2,7-diazaspiro[4.4]nonan-2-yl)phenyl)piperidine-2,6-dione